C(#N)C=1C=C2CCCN(C2=C(C1)C=1C2=C(N=CN1)C=C(S2)CO)[C@@H]2CN(CC2)C(=O)OC(C)(C)C (S)-tert-butyl 3-(6-cyano-8-(6-(hydroxymethyl)thieno[3,2-d]pyrimidin-4-yl)-3,4-dihydroquinolin-1(2H)-yl)pyrrolidine-1-carboxylate